NC1=C(C2=C(N(C=N2)C)C(=C1)Br)C(=O)N 5-amino-7-bromo-1-methyl-1H-benzo[d]imidazole-4-carboxamide